t-butyl (1S,2S,5R)-2-((S)-1-hydroxypropyl)-3,8-diazabicyclo[3.2.1]octane-8-carboxylate O[C@@H](CC)[C@@H]1[C@@H]2CC[C@H](CN1)N2C(=O)OC(C)(C)C